4-fluoro-5-{2-propan-2-yl-6-[3-trifluoromethylphenyl]imidazo[1,2-a]pyrazin-3-yl}-1H-indazole FC1=C2C=NNC2=CC=C1C1=C(N=C2N1C=C(N=C2)C2=CC(=CC=C2)C(F)(F)F)C(C)C